OC1=C(C=C(C=C1C)C(C)=O)C 4'-hydroxy-3',5'-dimethyl-acetophenone